ClC1=C(C(=O)N2CCC(CC2)C(=O)NC[C@@H]2CNCC2)C=CC(=C1)NC(=O)C=1N(C(=CN1)C1=C(C(=C(C=C1)OC(F)F)F)F)C 1-[2-chloro-4-[[5-[4-(difluoromethoxy)-2,3-difluoro-phenyl]-1-methyl-imidazole-2-carbonyl]amino]benzoyl]-N-[[(3S)-pyrrolidin-3-yl]methyl]piperidine-4-carboxamide